2-(((2r,3s)-3-amino-2-ethyltetrahydrofuran-3-yl)methoxy)-4-(5-methoxyimidazo[1,2-a]pyridin-3-yl)-6-(methylthio)-benzonitrile N[C@]1([C@H](OCC1)CC)COC1=C(C#N)C(=CC(=C1)C1=CN=C2N1C(=CC=C2)OC)SC